dimethyl 2-((tert-butoxycarbonyl)amino)-4-((1-nitrocyclobutyl)methyl)pentanedioate C(C)(C)(C)OC(=O)NC(C(=O)OC)CC(C(=O)OC)CC1(CCC1)[N+](=O)[O-]